3,4-dihydroxypyrrolidine-1-carboxylate OC1CN(CC1O)C(=O)[O-]